CO[C@H]1COCC[C@H]1NCC#CC=1N(C=2C=CC=C(C2C1)NC1CCN(CC1)C)CC(F)(F)F 2-(3-(((3R,4R)-3-methoxytetrahydro-2H-pyran-4-yl)amino)prop-1-yn-1-yl)-N-(1-methylpiperidin-4-yl)-1-(2,2,2-trifluoroethyl)-1H-indol-4-amine